acryl-1,2-dihydroxyethylenediamine C(=O)(C=C)NC(C(N)O)O